BrC1=C(C=C(C=C1)CN1N=CC2C1N=C(N=C2N)Cl)COC2=C(C=CC(=C2)CO[Si](C)(C)C(C)(C)C)OC 1-((4-bromo-3-((5-((tert-butyl(dimethyl)silyl)oxymethyl)-2-methoxyphenoxy)methyl)phenyl)methyl)-6-chloro-3a,7a-dihydropyrazolo[3,4-d]pyrimidin-4-amine